C(C=C)(=O)OCCCCCCC(C)C iso-nonyl acrylate